C(C)(C)(C)OC(=O)N/N=C/C=1C=NN(C1)CC1CC1.N1C=C(C=2C=NC=CC21)\C=C/2\C(NC(O2)=O)=O (Z)-5-((1H-pyrrolo[3,2-c]pyridin-3-yl)methylene)oxazolidine-2,4-dione tert-butyl-(E)-2-((1-(cyclopropylmethyl)-1H-pyrazol-4-yl)methylene)hydrazine-1-carboxylate